1,3-di(p-isopropylphenyl)urea C(C)(C)C1=CC=C(C=C1)NC(=O)NC1=CC=C(C=C1)C(C)C